9α-fluoro-11β,21-dihydroxy-16α-methylpregna-1,4-diene-3,20-dione F[C@@]12[C@]3(C=CC(C=C3CC[C@H]1[C@@H]1C[C@H]([C@H](C(CO)=O)[C@]1(C[C@@H]2O)C)C)=O)C